C(C)(=O)N1CCC(=CC1)C1=CC=C(CN2C=CC3=CC(=CC=C23)N2N=C(C=C2C)C(=O)N)C=C1 1-(1-(4-(1-acetyl-1,2,3,6-tetrahydropyridin-4-yl)benzyl)-1H-indol-5-yl)-5-methyl-1H-pyrazole-3-carboxamide